FC1=C(C(=C(C(=C1[B-](C1=C(C(=C(C(=C1F)F)F)F)F)(C1=C(C(=C(C(=C1F)F)F)F)F)C1=C(C(=C(C(=C1F)F)F)F)F)F)F)F)F.C(C)(C)[NH2+]C(C)C di-(i-propyl)ammonium tetrakis(pentafluorophenyl)borate